N(=[N+]=[N-])C=1C=2OCCC2C(=C2CCOC12)OCCCC(=O)O 4-(8-Azido-1,7-dioxa-2,3,5,6-tetrahydro-s-indacen-4-yloxy)butyric acid